NC1=CC(=C(OC2=CC(=NC=C2)NC(C)=O)C=C1)F N-(4-(4-amino-2-fluorophenoxy)pyridin-2-yl)acetamide